OC=1C=C(C=CC1)C#C\C=C/1\C(CN(CC1)C(=O)OC(C)(C)C)(C)C tert-Butyl (4E)-4-[3-(3-hydroxyphenyl)prop-2-ynylidene]-3,3-dimethyl-piperidine-1-carboxylate